C(C)(C)[C@@H]1N(CCN(C1)C)CC1=CC(=C2CNC(C2=C1)=O)C(F)(F)F (S)-6-((2-isopropyl-4-methylpiperazin-1-yl)methyl)-4-(trifluoromethyl)isoindolin-1-one